6-(1-methyl-1H-pyrazol-4-yl)imidazo[1,2-a]pyrimidine-2-carboxamide CN1N=CC(=C1)C=1C=NC=2N(C1)C=C(N2)C(=O)N